BrC1=C(C(=CC(=C1)F)C(C)C)CC(=O)Cl 2-[2-bromo-4-fluoro-6-(propan-2-yl)phenyl]Acetyl chloride